C1(C=CC(N1CCCC(=O)ON1C(CCC1=O)=O)=O)=O N-[gamma-maleimidobutyryl-oxy]succinimide